C(OC1COC2(CC2)C1)(=S)SC S-methyl O-(4-oxaspiro(2.4)heptan-6-yl) carbonodithioate